C(C)(=O)O[C@@H]1[C@H](O[C@H]([C@@H]([C@H]1OC(C)=O)OC(C)=O)OC1=C(C=C(C=C1)C=O)[N+](=O)[O-])C(=O)OC methyl (2S,3S,4S,5R,6S)-3,4,5-tris(acetyloxy)-6-(4-formyl-2-nitrophenoxy)oxane-2-carboxylate